BrC1=CC=C(S1)C(C)NC=1C2=C(N=C(N1)C)SC(=C2)C(=O)OCC ethyl 4-((1-(5-bromothien-2-yl) ethyl) amino)-2-methylthieno[2,3-d]pyrimidine-6-carboxylate